6-((1R,3s,5S,6r)-6-(1-Isopropyl-3-(4-(trifluoromethyl)cyclohex-1-en-1-yl)-1H-pyrazol-5-yl)bicyclo[3.1.0]hexan-3-yl)-2-thia-6-azaspiro[3.4]octane 2,2-dioxide C(C)(C)N1N=C(C=C1C1[C@H]2CC(C[C@@H]12)N1CC2(CS(C2)(=O)=O)CC1)C1=CCC(CC1)C(F)(F)F